4,5-dimethoxy-o-phenylenediamine COC1=CC(=C(C=C1OC)N)N